C(C)(C)(C)OCC(C)O propylene glycol monot-butyl ether